3,3-dimethyl-1,2-epoxybutane CC(C1CO1)(C)C